1-(4-methylpiperazin-1-yl)butan-1-one CN1CCN(CC1)C(CCC)=O